(S)-N-(5-(2-(2-aminopyridin-3-yl)-5-(1H-pyrazol-1-yl)-3H-imidazo[4,5-b]pyridin-3-yl)-2,3-dihydro-1H-inden-1-yl)-2-(isoxazol-3-yloxy)acetamide NC1=NC=CC=C1C1=NC=2C(=NC(=CC2)N2N=CC=C2)N1C=1C=C2CC[C@@H](C2=CC1)NC(COC1=NOC=C1)=O